N6-((benzyloxy)carbonyl)-N2-(tert-butoxycarbonyl)lysine C(C1=CC=CC=C1)OC(=O)NCCCC[C@H](NC(=O)OC(C)(C)C)C(=O)O